7-chloro-4-hydroxy-1-(pyridin-3-yl)quinolin-2(1H)-one ClC1=CC=C2C(=CC(N(C2=C1)C=1C=NC=CC1)=O)O